N'-1-aziridinylurea N1(CC1)NC(N)=O